tert-butyl (2S,6S)-4-{5-chloro-7-[6-(methoxymethoxy)-2-methylindazol-5-yl]-1,8-naphthyridin-3-yl}-2,6-dimethylpiperazine-1-carboxylate ClC1=C2C=C(C=NC2=NC(=C1)C1=CC2=CN(N=C2C=C1OCOC)C)N1C[C@@H](N([C@H](C1)C)C(=O)OC(C)(C)C)C